butyl-di-(3-hexyl)phosphine C(CCC)P(C(CC)CCC)C(CC)CCC